(-)-(R)-4-Methyl-N-(2-(2-methylnaphthalen-1-yl)phenyl)benzenesulfonamide CC1=CC=C(C=C1)S(=O)(=O)NC1=C(C=CC=C1)C1=C(C=CC2=CC=CC=C12)C